FC(C1=CC(=C(OCC2=C(C=C(C=C2)C2C=3C(NC(C2)=O)=NNC3)OC)C=C1)C(F)(F)F)F 4-(4-{[4-(difluoromethyl)-2-(trifluoromethyl)phenoxy]methyl}-3-methoxyphenyl)-2h,4h,5h,6h,7h-pyrazolo[3,4-b]pyridin-6-one